C(CCCCCCCCC)(N1C2=NCCCN2CCC1)N1C2=NCCCN2CCC1 7,7'-Decylidenedi-1,5,7-triazabicyclo-[4.4.0]-dec-5-ene